6-CARBOXY-2-NAPHTHALENEBORONIC ACID C(=O)(O)C=1C=C2C=CC(=CC2=CC1)B(O)O